[C@@]12(CCC[C@@H]2C1)NC(=O)C=1C(=CC=2N(C1)C=C(N2)C2CCOCC2)OC |r| rac-N-((1R,5R)-bicyclo[3.1.0]hexan-1-yl)-7-methoxy-2-(tetrahydro-2H-pyran-4-yl)imidazo[1,2-a]pyridine-6-carboxamide